(3S,4S)-4-fluoro-3-(4-(methylamino)-3-nitro-5-(trifluoromethyl)benzamido)piperidine-1-carboxylic acid tert-butyl ester C(C)(C)(C)OC(=O)N1C[C@@H]([C@H](CC1)F)NC(C1=CC(=C(C(=C1)C(F)(F)F)NC)[N+](=O)[O-])=O